FC=1C=2N(C=CC1)N=C(C2)[C@H]2N(CCC1=C2N=CN1)C=1N=CC(=NC1)C(=O)NC1CCC(CC1)O 5-((S)-4-(4-fluoropyrazolo[1,5-a]pyridin-2-yl)-1,4,6,7-tetrahydro-5H-imidazo[4,5-c]pyridin-5-yl)-N-((1s,4R)-4-hydroxycyclohexyl)pyrazine-2-carboxamide